ClC=1C=C(C=CC1F)C(N[S@](=O)C(C)(C)C)C1=NNC(=C1)C(F)(F)F (R)-N-((3-chloro-4-fluorophenyl)(5-(trifluoromethyl)-1H-pyrazol-3-yl)methyl)-2-methylpropane-2-sulfinamide